C(C)(=O)N1CC(C1)(OC)COC1=NC2=C(C(=C(C=C2C(=N1)N1CC2CCC(C1)N2)C(F)(F)F)C2=CC=C(C=1SC(=C(C12)C#N)N)F)F 4-(2-((1-acetyl-3-methoxyazetidin-3-yl)methoxy)-4-(3,8-diazabicyclo[3.2.1]octan-3-yl)-8-fluoro-6-(trifluoromethyl)quinazolin-7-yl)-2-amino-7-fluorobenzo[b]thiophene-3-carbonitrile